N-octadecyl-N-dodecyl-toluylammonium tetrakis(perfluoronaphthalen-2-yl)borate FC1=C(C(=C(C2=C(C(=C(C(=C12)F)F)F)F)F)F)[B-](C1=C(C2=C(C(=C(C(=C2C(=C1F)F)F)F)F)F)F)(C1=C(C2=C(C(=C(C(=C2C(=C1F)F)F)F)F)F)F)C1=C(C2=C(C(=C(C(=C2C(=C1F)F)F)F)F)F)F.C(CCCCCCCCCCCCCCCCC)[NH+](CCCCCCCCCCCC)C1=C(C=CC=C1)C